C(CCCCCCC)(=O)OCC[C@H](N)C(=O)O O-octanoyl-L-homoserine